C1(CCCCC1)=CCC/C(=C/CC/C(=C/CC[C@@](CCC=1C(C(=C(C(C1C)=O)C)C)=O)(C)O)/C)/C 2-((R,6E,10E)-14-cyclohexylidene-3-hydroxy-3,7,11-trimethyltetradecane-6,10-dien-1-yl)-3,5,6-trimethylcyclohexa-2,5-diene-1,4-dione